N(=C=O)CCSCCN=C=O bis(isocyanatoethyl)sulfide